[Bi].C(C1=CC=CC=C1)C(C(=O)N(C=1C=NC=CC1)C1=CC=C(C=C1)O)CO 2-benzyl-3-hydroxy-N-(4-hydroxyphenyl)-N-(pyridin-3-yl)propionamide bismuth